ClC=1C=C(C=CC1)/C(=C(\CNC(=O)[C@H]1N(C[C@@H](C1)F)C(=O)OC(C)(C)C)/F)/C tert-butyl (2S,4R)-2-(((E)-3-(3-chlorophenyl)-2-fluorobut-2-en-1-yl) carbamoyl)-4-fluoropyrrolidine-1-carboxylate